2-[benzyloxycarbonyl-[3-(4,4-difluoro-1-piperidyl)propyl]amino]acetic acid C(C1=CC=CC=C1)OC(=O)N(CC(=O)O)CCCN1CCC(CC1)(F)F